C12C3C(OC(C3C2C(OC1=O)=O)=O)=O 4,9-dioxatricyclo[5.3.0.02,6]decan-3,5,8,10-tetraone